BrC=1SC=CC1CBr 2-bromo-3-(bromomethyl)thiophene